Cl.N[C@H](C(=O)O[C@@H](C(=O)N(C)C)C(C)(C)C)CC1=CC(=CC=C1)S(=O)(=O)N1CC(C1)(C1=CC=CC=C1)OC1=CC(=CC=C1)F (2R)-1-(Dimethylamino)-3,3-dimethyl-1-oxobutan-2-yl (2S)-2-amino-3-(3-{[3-(3-fluorophenoxy)-3-phenylazetidin-1-yl]sulfonyl}phenyl)propanoate monohydrochloride